3-[6-[1-(2-bromoacetyl)-4-piperidyl]-1-methyl-indazol-3-yl]piperidine-2,6-dione BrCC(=O)N1CCC(CC1)C1=CC=C2C(=NN(C2=C1)C)C1C(NC(CC1)=O)=O